2-(3,4-dimethoxyphenyl)-3-isopropyl-5-(3-(4-methylpiperazin-1-yl)phenyl)-1H-indole COC=1C=C(C=CC1OC)C=1NC2=CC=C(C=C2C1C(C)C)C1=CC(=CC=C1)N1CCN(CC1)C